7-(3-Fluorophenyl)-1-(3,4,5-trimethoxyphenyl)pyrrolo[1,2-a]pyrazine FC=1C=C(C=CC1)C=1C=C2N(C=CN=C2C2=CC(=C(C(=C2)OC)OC)OC)C1